2-fluoro-N-(4-((2-(2-fluorophenyl)pyridin-4-yl)amino)-7-(2,2,2-trifluoroethoxy)quinazolin-6-yl)acrylamide FC(C(=O)NC=1C=C2C(=NC=NC2=CC1OCC(F)(F)F)NC1=CC(=NC=C1)C1=C(C=CC=C1)F)=C